3-benzyloxy-N-[[4-methoxy-6-(trifluoromethyl)-2-pyridyl]methyl]cyclobutanecarboxamide C(C1=CC=CC=C1)OC1CC(C1)C(=O)NCC1=NC(=CC(=C1)OC)C(F)(F)F